1,4-bis(4-aminophenyl)-piperidine NC1=CC=C(C=C1)N1CCC(CC1)C1=CC=C(C=C1)N